5-{7-[1-(cyclopropylmethyl)pyrrolidin-3-yl]-1-fluoro-3-hydroxynaphthalen-2-yl}-1λ6,2,5-thiadiazolidine-1,1,3-trione C1(CC1)CN1CC(CC1)C1=CC=C2C=C(C(=C(C2=C1)F)N1CC(NS1(=O)=O)=O)O